methyl (2r,4r,5s)-2-(tert-butyl)-3-formyl-5-((methylthio) methyl)-1,3-selenazolidine-4-carboxylate C(C)(C)(C)[C@H]1[Se][C@@H]([C@H](N1C=O)C(=O)OC)CSC